3-(5-fluoro-2H-chromen-7-yl)-3,8-diazabicyclo[3.2.1]octane-8-carboxylic acid tert-butyl ester C(C)(C)(C)OC(=O)N1C2CN(CC1CC2)C2=CC(=C1C=CCOC1=C2)F